FC1=CC=2N=C(N3C[C@@H](CN(C([C@H]4NC[C@@H](NC5=CC=CC(C(=C1)C23)=N5)C4)=O)C)OC)C (8S,11S,15S)-22-fluoro-15-methoxy-13,18-dimethyl-7,10,13,17,19,26-hexazapentacyclo[15.6.1.12,6.18,11.020,24]hexacosa-1(23),2(26),3,5,18,20(24),21-heptaen-12-one